N-(2-benzoyl-3-oxo-butyl)prop-2-enamide C(C1=CC=CC=C1)(=O)C(CNC(C=C)=O)C(C)=O